methyl 4-aminopicolinate HCl Cl.NC1=CC(=NC=C1)C(=O)OC